C1(=CC(=CC=C1)C[C@@H]1N(CC[C@@H]1NS(=O)(=O)CC)C(=O)C1CCC1)C1=CC=CC=C1 N-[(2S,3S)-2-[([1,1'-biphenyl]-3-yl)methyl]-1-(cyclobutanecarbonyl)pyrrolidin-3-yl]ethanesulfonamide